(5-chloro-2-(isopropylamino)pyridin-4-yl)boronic acid ClC=1C(=CC(=NC1)NC(C)C)B(O)O